FC=1C=C(C=CC1OC1=CC=NC2=CC(=C(C=C12)OC)OCCCN1CCOCC1)NC(=O)C1([C@@H]([C@H]1C)C)C(=O)NC1=CC=C(C=C1)F (2R,3R)-N-[3-fluoro-4-({6-(methyloxy)-7-[(3-morpholin-4-ylpropyl)oxy]quinolin-4-yl}oxy)phenyl]-N'-(4-fluorophenyl)-2,3-dimethylcyclopropane-1,1-dicarboxamide